BrC1=CC(=CC=2C3=C(OC21)C=2C=CC=CC2C=C3)OC 10-bromo-8-methoxynaphtho[1,2-b]benzofuran